5-chloro-8-fluoro-3-(3-fluorophenyl)sulfonyl-1H-quinolin-4-one ClC1=C2C(C(=CNC2=C(C=C1)F)S(=O)(=O)C1=CC(=CC=C1)F)=O